NC1=NC=NN2C1=C(C=C2C=2C=C(C(=NC2)OC)C(=O)N[C@@H]2CN(C[C@@H]2F)C(=O)O[C@H](C)C2CC2)CN2CCC(CC2)(F)F (1R)-1-cyclopropylethyl (3R,4S)-3-(5-{4-amino-5-[(4,4-difluoropiperidin-1-yl)methyl]pyrrolo[2,1-f][1,2,4]triazin-7-yl}-2-methoxypyridine-3-amido)-4-fluoropyrrolidine-1-carboxylate